C(CCCC)(=O)N1C(C2=CC=C(C=C2C1)C1=C(C(=O)O)C=CC=C1)C1=CC=CC=C1 2-(2-Pentanoyl-1-phenylisoindolin-5-yl)benzoic acid